FC(OC=1C=CC(=NC1)C=1C=C2C=CN(C(C2=C(C1)F)=O)CCC[C@H](C)NC=1C=NNC(C1C(F)(F)F)=O)F 6-[5-(difluoromethoxy)-2-pyridinyl]-8-fluoro-2-[(4S)-4-[[6-oxo-5-(trifluoromethyl)-1H-pyridazin-4-yl]amino]pentyl]isoquinolin-1-one